di(methyl)tert-butyl-(sec-butoxy)silane C[Si](OC(C)CC)(C(C)(C)C)C